((2S,3R,6R)-3-(((5-(Difluoromethyl)pyrimidin-2-yl)amino)methyl)-2,6-dimethylmorpholino)(4-(5-fluoropyridin-2-yl)-1,5-dimethyl-1H-pyrazol-3-yl)methanone FC(C=1C=NC(=NC1)NC[C@@H]1[C@@H](O[C@@H](CN1C(=O)C1=NN(C(=C1C1=NC=C(C=C1)F)C)C)C)C)F